FC=1C(=C(C=C(C1)F)C1=CNC2=NC=C(C=C21)C=2C=NN(C2)C2CCNCC2)OC 3-(3,5-difluoro-2-methoxyphenyl)-5-(1-(piperidin-4-yl)-1H-pyrazol-4-yl)-1H-pyrrolo[2,3-b]pyridine